8-FLUOROQUINOLIN-6-YLBORONIC ACID FC=1C=C(C=C2C=CC=NC12)B(O)O